(3S,5R)-tert-Butyl 3-((tert-butyldimethylsilyl)oxy)-5-((7-tosyl-7H-pyrrolo[2,3-d]pyrimidin-4-yl)amino)piperidine-1-carboxylate [Si](C)(C)(C(C)(C)C)O[C@@H]1CN(C[C@@H](C1)NC=1C2=C(N=CN1)N(C=C2)S(=O)(=O)C2=CC=C(C)C=C2)C(=O)OC(C)(C)C